C(C1=CC=CC=C1)(=O)N1CCC(CC1)N1CC(C1)(N1N=CC(=C1)C=1C2=C(N=CN1)NC=C2)CC#N {1-(1-benzoylpiperidin-4-yl)-3-[4-(7H-pyrrolo[2,3-d]pyrimidin-4-yl)-1H-pyrazol-1-yl]azetidin-3-yl}acetonitrile